CC(C)CCC(CCCC)O 2-methyl-5-nonanol